1-naphthyl methyl iminodiacetate N(CC(=O)OC)CC(=O)OC1=CC=CC2=CC=CC=C12